C(C)(C)(C)OC(=O)N1CC(C1)C1=CC(=C(C=C1)OC(F)(F)F)C 3-(3-methyl-4-(trifluoromethoxy)phenyl)azetidine-1-carboxylic acid tert-butyl ester